3-cyclopropyl-N-(2-methylpropyl)-7-(5-pyridin-3-yl-1H-imidazol-2-yl)-6,7,8,9-tetrahydrobenzo[g]isoquinoline-5-sulfonamide C1(CC1)C=1N=CC=2C=C3C(=C(C2C1)S(=O)(=O)NCC(C)C)CC(CC3)C=3NC(=CN3)C=3C=NC=CC3